FC1=C(C(=O)O)C=C(C=C1)N1CCC2(CC1)CCC(CC2)N2CCN(CC2)C2=CC=C(C=C2)[N+](=O)[O-] 2-fluoro-5-[9-[4-(4-nitrophenyl)piperazin-1-yl]-3-azaspiro[5.5]undecan-3-yl]benzoic acid